methyl (R)-3-(6-((5-fluoro-4-(7-(3-methoxy-2-(4-methylpiperazin-1-yl)propanamido)-1H-indol-3-yl)pyrimidin-2-yl)amino)pyridin-2-yl)propanoate FC=1C(=NC(=NC1)NC1=CC=CC(=N1)CCC(=O)OC)C1=CNC2=C(C=CC=C12)NC([C@@H](COC)N1CCN(CC1)C)=O